FC1(CC(C1)CNC(=O)C=1C=NN2C1C=C(C=C2)C2=CNC=1N=C(N=CC12)NCC(C)C)F N-((3,3-difluorocyclobutyl)methyl)-5-(2-(isobutylamino)-7H-pyrrolo[2,3-d]pyrimidin-5-yl)pyrazolo[1,5-a]pyridine-3-carboxamide